O[C@@H]1CC[C@H](CC1)SCC1=NC2=CC=CC=C2C=N1 ((((trans)-4-hydroxycyclohexyl)thio)methyl)quinazolin